(methyl-(phenyl)amino)-[1,2,4]triazolo[4,3-a]quinazoline-7-carboxylic acid methyl ester COC(=O)C=1C=C2C=NC=3N(C2=CC1)C(=NN3)N(C3=CC=CC=C3)C